BrC1=CC=CC=2N(C(N(C21)C)=O)C2N(CCCC2)CC2=CC=C(C=C2)OC (4-bromo-3-methyl-2-oxo-benzoimidazol-1-yl)-1-[(4-methoxyphenyl)methyl]Piperidine